ClC=1C=CC2=C(OC(CN2)C)N1 6-chloro-3-methyl-1H,2H,3H-pyrido[2,3-b][1,4]oxazine